C1(=CC=CC=C1)C=1NC2=CC=CC=C2C1CC=O (2-PHENYL-1H-INDOL-3-YL)-ACETALDEHYDE